[3-(4-fluorophenyl)-4-(6-{3-[(morpholin-4-yl)methyl]phenyl}furo[2,3-d]pyrimidin-4-yl)-1H-pyrazol-1-yl]-1λ6-thietane-1,1-dione FC1=CC=C(C=C1)C1=NN(C=C1C=1C2=C(N=CN1)OC(=C2)C2=CC(=CC=C2)CN2CCOCC2)C2S(CC2)(=O)=O